1-(1-(4-chlorophenyl)-2-nitroethyl)cyclobutane-1-carbaldehyde ClC1=CC=C(C=C1)C(C[N+](=O)[O-])C1(CCC1)C=O